NC=1C=C(SC1)CCOC 4-amino-2-(2-methoxyethyl)thiophene